7-bromo-3-iodobenzo[b]thiophene-2-carboxylic acid ethyl ester C(C)OC(=O)C1=C(C2=C(S1)C(=CC=C2)Br)I